nitrophenyl ((1S,2S)-2-(pyridin-2-yldisulfaneyl)cyclopentyl) carbonate C(OC1=C(C=CC=C1)[N+](=O)[O-])(O[C@@H]1[C@H](CCC1)SSC1=NC=CC=C1)=O